OC1=C(C=C(C(=C1)O)C(C)C)N(C(C1=CC(=CC=C1)F)=O)CCC N-(2,4-dihydroxy-5-isopropylphenyl)-3-fluoro-N-propylbenzamide